(5-amino-4-methoxy-2-morpholinophenyl)acrylamide NC=1C(=CC(=C(C1)C(C(=O)N)=C)N1CCOCC1)OC